O1COC2=C1C=CC(=C2)C2=NC=C(C=C2N2CCC1(CC(C1)C(=O)O)CC2)CCCOC 7-(2-(benzo[d][1,3]dioxol-5-yl)-5-(3-methoxypropyl)pyridin-3-yl)-7-azaspiro[3.5]nonane-2-carboxylic acid